CS(=O)(=O)OCCOCCOC=1C=C2C(N(C(C2=CC1)=O)C1C(NC(CC1)=O)=O)=O 2-(2-((2-(2,6-Dioxopiperidin-3-yl)-1,3-dioxoisoindolin-5-yl)oxy)ethoxy)ethyl methanesulfonate